N1(C=NC=C1)C=1C=CC(=C(C1)O)C=1N=NC(=CN1)OCCCNC 5-(1H-imidazol-1-yl)-2-(6-(3-(methylamino)propoxy)-1,2,4-triazin-3-yl)phenol